O1C=NC2=NC=C(C=C21)N oxazolo[4,5-b]pyridin-6-amine